(6S,9R)-3-bromo-N-(3,4-dichlorophenyl)-6,7,8,9-tetrahydro-5H-6,9-epiminocyclohepta[c]-pyridine-10-carboxamide BrC1=CC2=C(C=N1)[C@H]1CC[C@@H](C2)N1C(=O)NC1=CC(=C(C=C1)Cl)Cl